BrC=1N(C=C(N1)C)C 2-Bromo-1,4-dimethyl-1H-imidazole